(2R)-2-amino-5,5,5-trifluoro-4,4-dimethyl-pentan-1-ol N[C@@H](CO)CC(C(F)(F)F)(C)C